N-{6-cyclopropyl-4-[4-fluoro-2-(4-methyl-4H-1,2,4-triazol-3-yl)phenyl]-2-pyridyl}-5-{[(R)-3-methoxy-1-pyrrolidinyl]methyl}-1-cyclopropyl-2-oxo-1,2-dihydronicotinamide C1(CC1)C1=CC(=CC(=N1)NC(C=1C(N(C=C(C1)CN1C[C@@H](CC1)OC)C1CC1)=O)=O)C1=C(C=C(C=C1)F)C1=NN=CN1C